C(C)(C)(CC)C1=C(C=CC(=C1)C(C)(C)CC)O 2,4-di-t-amylphenol